(S)-2-(2-((tert-butoxycarbonyl)amino)-3-(1-trityl-1H-imidazol-4-yl)propanamido)-2-methylpropanoic acid C(C)(C)(C)OC(=O)N[C@H](C(=O)NC(C(=O)O)(C)C)CC=1N=CN(C1)C(C1=CC=CC=C1)(C1=CC=CC=C1)C1=CC=CC=C1